C(C)(=O)N[C@H]1C[C@H](CC1)C(=O)NC1=NC=C(C(=C1)C1=CC2=C(N=C3N2C(CC3)(C)C)C=C1)Cl (1S,3R)-3-acetylamino-N-(5-chloro-4-(1,1-dimethyl-2,3-dihydro-1H-benzo[d]pyrrolo[1,2-a]imidazol-7-yl)pyridin-2-yl)cyclopentane-1-carboxamide